NC1=CC=C(C=C1)NC(COC)=O N-(4-aminophenyl)-2-methoxy-acetamide